cholesterol, sodium salt [Na].CC(C)CCC[C@@H](C)[C@H]1CC[C@H]2[C@@H]3CC=C4C[C@@H](O)CC[C@]4(C)[C@H]3CC[C@]12C